FC1=CC=C(C(=O)NC(C)C=2N=C3CCCN(C3=CC2)C(=O)OCCN(C)C)C=C1 2-(dimethylamino)ethyl 6-(1-(4-fluorobenzamido)ethyl)-3,4-dihydro-1,5-naphthyridine-1(2H)-carboxylate